NC1=NC=2C=CC=CC2C2=C1N=C(N2CC2=CC(=CC=C2)CN2CCCC2)C(=O)OCC ethyl 4-amino-1-(3-(pyrrolidin-1-ylmethyl) benzyl)-1H-imidazo[4,5-c]quinoline-2-carboxylate